C(C(C(=O)O)(C(F)(F)F)F)(F)F 3-trifluoro-2-(trifluoromethyl)propionic acid